4-(4-(3-methoxy-3-oxopropyl)phenyl)piperazine-1-carboxylic acid benzyl ester C(C1=CC=CC=C1)OC(=O)N1CCN(CC1)C1=CC=C(C=C1)CCC(=O)OC